C(OC1=C2C(=CNC2=CC=C1)CCN(C)C)(OCC)=O 3-(2-(dimethylamino)ethyl)-1H-indol-4-yl ethyl carbonate